n-methyl-2-((1R,3S,5S)-3-((7-((5-methyl-1H-pyrazol-3-yl)amino)-1,6-naphthyridin-5-yl)amino)-9-azabicyclo[3.3.1]non-9-yl)acetamide CNC(CN1[C@H]2CC(C[C@@H]1CCC2)NC2=C1C=CC=NC1=CC(=N2)NC2=NNC(=C2)C)=O